1,1,2,2-tetrafluoro-3-iodo-propane FC(C(CI)(F)F)F